C/C(/C(=O)OC)=C\CCCC (E)-methyl 2-methylhept-2-enoate